2-chloro-5-(4-(difluoromethyl)phenyl)oxazole ClC=1OC(=CN1)C1=CC=C(C=C1)C(F)F